C(C1=CC=CC=C1)N1C(CC(CC1(C)C)(O)C=1C=C2C(N(C(C2=CC1)=O)C1C(NC(CC1)=O)=O)=O)(C)C 5-(1-benzyl-4-hydroxy-2,2,6,6-tetramethylpiperidin-4-yl)-2-(2,6-dioxopiperidin-3-yl)isoindoline-1,3-dione